(S)-6-(4-(2-hydroxy-1-phenylethylamino)-5-(1,3,4-oxadiazol-2-yl)pyridin-2-ylamino)-2,2-dimethylfuro[2,3-b]pyridine-3(2H)-one OC[C@H](C1=CC=CC=C1)NC1=CC(=NC=C1C=1OC=NN1)NC1=CC=C2C(=N1)OC(C2=O)(C)C